O=C1N(C(C2=CC=CC=C12)=O)CC1=CC=C(CN([C@H]2CCCC=3C=CC=NC23)C[C@@H]2N(CC3=CC=CC=C3C2)C(=O)OC(C)(C)C)C=C1 Tert-butyl (R)-3-(((4-((1,3-dioxoisoindolin-2-yl)methyl)benzyl)((S)-5,6,7,8-tetrahydroquinolin-8-yl)amino)methyl)-3,4-dihydroisoquinoline-2(1H)-carboxylate